4-(pyrrolidin-1-yl)-1H-indazole-7-carbonitrile N1(CCCC1)C1=C2C=NNC2=C(C=C1)C#N